C1(CC1)C=1OC=C(N1)C1=CC(=NC=C1)N(C(=O)[C@@H]1CC[C@H](CC1)NC(OC)=O)C[C@@H]1CC[C@H](CC1)C1=NC(=C(C=C1)OC)C Methyl (trans-4-((4-(2-cyclopropyloxazol-4-yl)pyridine-2-yl) ((trans-4-(5-methoxy-6-methylpyridin-2-yl)cyclohexyl)methyl) carbamoyl) cyclohexyl)carbamate